FC=1C(=C(C#N)C(=CC1C=1N=CN(C(C1)=O)C)C(C)C)SCS(=O)CCOC 3-fluoro-6-isopropyl-2-((((2-methoxyethyl)sulfinyl)methyl)thio)-4-(1-methyl-6-oxo-1,6-dihydropyrimidin-4-yl)benzonitrile